FC1=C(C=CC(=C1)F)C1=CC(=NO1)C(=O)N1CC2=CC=CC=C2C(C1)(C=1C=NN(C1)C)C 5-(2,4-difluorophenyl)isoxazol-3-yl-1-[4-methyl-4-(1-methylpyrazol-4-yl)-1,3-dihydroisoquinolin-2-yl]methanone